3-acetyl-7-({4-[2-(2,4-difluorobenzyloxy)phenyl]pyrimidin-2-yl}amino)-4-morpholinyl-2H-benzopyran-2-one C(C)(=O)C=1C(OC2=C(C1N1CCOCC1)C=CC(=C2)NC2=NC=CC(=N2)C2=C(C=CC=C2)OCC2=C(C=C(C=C2)F)F)=O